3,5-dichloro-[1,1'-biphenyl] ClC=1C=C(C=C(C1)Cl)C1=CC=CC=C1